FC1=C(OC=2C=CC(=NC2)C(C(=O)N)C)C(=CC(=C1)F)F (5-(2,4,6-trifluorophenoxy)pyridin-2-yl)propanamide